CN(C)CC1OC2=C(C1)C=C(C(=C2)C(=O)NC2(CC2)C2=CC=CC1=CC=CC=C21)C 2-((Dimethylamino)methyl)-5-methyl-N-(1-(naphthalen-1-yl)cyclopropyl)-2,3-dihydrobenzofuran-6-carboxamide